C1(=C(C(=CC(=C1)C)C)N)C mesitylamine